FC=1C=C(C=C(C1)F)N1N=C(N=C1CN1C(N(C=C1)C[C@@H](C(F)(F)F)O)=O)[C@H](C)O ((1-(3,5-difluorophenyl)-3-((S)-1-hydroxyethyl)-1H-1,2,4-triazol-5-yl)methyl)-3-((S)-3,3,3-trifluoro-2-hydroxypropyl)-1,3-dihydro-2H-imidazol-2-one